ClC1=CC=C(C=C1)C1=N[C@H](C=2N(C3=C1C(=C(S3)C)C)C(=NN2)C)[C@H](C(=O)O)C (R)-2-((S)-4-(4-chlorophenyl)-2,3,9-trimethyl-6H-thieno[3,2-f][1,2,4]triazolo[4,3-a][1,4]diazepin-6-yl)propanoic acid